O=C1NC2=CC(=CC=C2C1)C(=O)[O-] 2-oxo-1H-indole-6-carboxylate